(S)-6-(4-((1-hydroxycyclopentyl)methoxy)phenyl)-4-(piperidin-3-ylamino)pyrido[3,2-d]pyrimidine-8-carboxamide OC1(CCCC1)COC1=CC=C(C=C1)C=1C=C(C=2N=CN=C(C2N1)N[C@@H]1CNCCC1)C(=O)N